((2R,3S,5R)-5-(6-decanamido-2-fluoro-9H-purin-9-yl)-2-ethynyl-3-hydroxytetra-hydrofuran-2-yl)methyl heptanoate C(CCCCCC)(=O)OC[C@]1(O[C@H](C[C@@H]1O)N1C2=NC(=NC(=C2N=C1)NC(CCCCCCCCC)=O)F)C#C